OC=1C=C(NC)C=CC1 3-hydroxy-N-methylaniline